2-(2-Azidoethoxy)acetic acid N(=[N+]=[N-])CCOCC(=O)O